2-{[(2S)-4-{6-[(2,4-difluorobenzyl)oxy]-5-fluoropyridin-2-yl}-2-methylpiperazin-1-yl]methyl}-1-[(2S)-oxetan-2-ylmethyl]-1H-benzimidazole-6-carboxylic acid FC1=C(COC2=C(C=CC(=N2)N2C[C@@H](N(CC2)CC2=NC3=C(N2C[C@H]2OCC2)C=C(C=C3)C(=O)O)C)F)C=CC(=C1)F